(3S)-3-(4,4'-difluoro-2',5,6'-trimethyl-[1,1'-biphenyl]-3-yl)-3-(2-(3-fluoro-5-(2-(3-fluoroazetidin-1-yl)ethyl)-2-oxopyridin-1(2H)-yl)-4-methylpentanamido)propanoic acid FC1=C(C=C(C=C1C)C1=C(C=C(C=C1C)F)C)[C@H](CC(=O)O)NC(C(CC(C)C)N1C(C(=CC(=C1)CCN1CC(C1)F)F)=O)=O